BrC=1C=C(C=CC1C)N1N=C(NC1=O)C1=CC(=NC=C1)C(F)(F)F 1-(3-bromo-4-methylphenyl)-3-(2-(trifluoromethyl)pyridin-4-yl)-1H-1,2,4-triazol-5(4H)-one